C(C)(C)(C)OC(=O)N1CCC2(CC1)OCC(C1=C2C=CS1)(C)C 7,7-dimethyl-spiro[6H-thieno[3,2-C]pyran-4,4'-piperidine]-1'-carboxylic acid tert-butyl ester